C(C1=CC=CC=C1)OC(CCC=C)(C(F)(F)F)C=1OC(=NN1)C1=NC(=C(C=C1[N+](=O)[O-])C(F)(F)F)OC1=CC(=CC=C1)I 2-[1-Benzyloxy-1-(trifluoromethyl)pent-4-enyl]-5-[6-(3-iodophenoxy)-3-nitro-5-(trifluoromethyl)-2-pyridyl]-1,3,4-oxadiazole